ClC=1C=C2C3=C(NC2=CC1)[C@@H](N(CC3)C3=NC(=CC(=N3)C)C)CC3COCOC3 (1S)-6-chloro-2-(4,6-dimethylpyrimidin-2-yl)-1-[(1,3-dioxan-5-yl)methyl]-2,3,4,9-tetrahydro-1H-pyrido[3,4-b]indole